Cl.N[C@@H](CCCCN)C(=O)O Lysine hydrochloride